C(C)(=O)OC1(CCCCC1)C(C)(C)C (2-METHYL-2-PROPANYL)CYCLOHEXYL ACETATE